C1(CCCCC1)C=C(C(=O)O)C#N.BrC(C1=CC=C(C=C1)C=1C(=CC=CC1)C1=CC=CC=C1)Br 4-dibromomethyl-terphenyl cyclohexyl-cyanoacrylate